N,N,N-trimethyl-1-(4-(10-phenylanthracen-9-yl)phenyl)methylammonium chloride [Cl-].C[N+](C)(C)CC1=CC=C(C=C1)C=1C2=CC=CC=C2C(=C2C=CC=CC12)C1=CC=CC=C1